FC(OC1=C(C=CC(=C1)OC)C=1C=2N(C(=NN1)N[C@H]1CN(CCC1)C)C=CC2)F 1-[2-(difluoromethoxy)-4-methoxyphenyl]-N-[(3R)-1-methylpiperidin-3-yl]pyrrolo[1,2-d][1,2,4]triazin-4-amine